C(C)(=O)N[C@H]1C[C@H](CCC1)C(=O)NC=1N=CC2=CC(=NC(=C2C1)NC(C)C)C=C (1S,3R)-3-acetamido-N-(5-(isopropylamino)-7-vinyl-2,6-naphthyridin-3-yl)cyclohexane-1-carboxamide